ethyl 4-(1,1-difluoroethyl)-1,2,5-oxadiazole-3-carboxylate FC(C)(F)C=1C(=NON1)C(=O)OCC